C1(CCC(C2CCCCC12)CO)CO 4-decalin-dimethanol